6-[1-[(1S)-1-[(2S,4R)-4-hydroxy-2-(methylcarbamoyl)pyrrolidine-1-carbonyl]-2,2-dimethyl-propyl]triazol-4-yl]pyridine-3-carboxylic acid methyl ester COC(=O)C=1C=NC(=CC1)C=1N=NN(C1)[C@@H](C(C)(C)C)C(=O)N1[C@@H](C[C@H](C1)O)C(NC)=O